CC1=CC=C(COC2=CC=C(C=C2)B2OC(C)(C)C(C)(C)O2)C=C1 (R)-4-(4'-methylbenzyloxy)phenylboronic acid pinacol ester